N-((1-fluorocyclobutyl)methyl)-5-(1-methyl-1H-benzo[d][1,2,3]triazol-6-yl)-7H-pyrrolo[2,3-d]pyrimidin-2-amine FC1(CCC1)CNC=1N=CC2=C(N1)NC=C2C=2C=CC1=C(N(N=N1)C)C2